5-{(3R)-1-[1-(1,3-thiazol-2-yl)propyl]-5',6'-dihydrospiro[pyrrolidine-3,4'-pyrrolo[1,2-b]pyrazol]-2'-yl}-3-(trifluoromethyl)pyridin-2-amine S1C(=NC=C1)C(CC)N1C[C@]2(CCN3N=C(C=C32)C=3C=C(C(=NC3)N)C(F)(F)F)CC1